C(C)OC=1C=C(C=CC1C=1NC(C2=C(N1)NN=N2)=O)C2=CC(=C(C=C2)F)O[C@H](C(=O)O)C (S)-2-((3'-ethoxy-4-fluoro-4'-(7-oxo-6,7-dihydro-3H-[1,2,3]triazolo[4,5-d]pyrimidin-5-yl)-[1,1'-biphenyl]-3-yl)oxy)propanoic acid